tert-Butyl 6-(2-(ethoxycarbonyl)benzo[b]thiophen-6-yl)-2,6-diazaspiro[3.3]heptane-2-carboxylate C(C)OC(=O)C1=CC2=C(S1)C=C(C=C2)N2CC1(CN(C1)C(=O)OC(C)(C)C)C2